C(C)(C)(C)N1NC(C=C1)=O 2-(Tert-butyl)-5-oxopyrazoline